FC=1C(=NC=C(C1)F)C(C)=O 1-(3,5-difluoropyridin-2-yl)ethanone